(phenyl)(dimethylfluorenyl)[Di(phenyl)triazinylphenyl]dibenzofuran C1(=CC=CC=C1)C=1C(=C(C2=C(OC3=C2C=CC=C3)C1)C1=C(C(=C(C=C1)C1=CC=CC=C1)C1=CC=CC=C1)C1=NN=NC=C1)C1=C(C(=CC=3C2=CC=CC=C2CC13)C)C